1,3,5-tris(oxiran-2-yl)-1,3,5-triazinan-2,4,6-trione O1C(C1)N1C(N(C(N(C1=O)C1OC1)=O)C1OC1)=O